O[C@H]1[C@]2(O[C@@H]([C@H]([C@@H]1O)O)C)OCC1=CC(=C(C=C12)C1=CC=C(C=C1)C)C#N (1S,3'R,4'S,5'S,6'R)-3',4',5'-trihydroxy-6'-methyl-6-(4-methylphenyl)-3',4',5',6'-tetrahydro-3H-spiro[isobenzofuran-1,2'-pyran]-5-nitrile